(2S,4R)-1-[(2S)-2-[4-(6-cyano-3-pyridyl)triazol-1-yl]-3,3-dimethyl-butanoyl]-4-hydroxy-N-methyl-pyrrolidine-2-carboxamide C(#N)C1=CC=C(C=N1)C=1N=NN(C1)[C@H](C(=O)N1[C@@H](C[C@H](C1)O)C(=O)NC)C(C)(C)C